6-tert-butyl-4-(4-methoxycyclohexyl)pyridine-3-carboxylic acid C(C)(C)(C)C1=CC(=C(C=N1)C(=O)O)C1CCC(CC1)OC